2-methyl-9,10-diphenylethyloxyanthracene CCCOC1=CC=CC2=C(C3=CC=CC=C3C(=C12)C1=CC=CC=C1)C1=CC=CC=C1